IC1=CC2=C(N=S(CC2)(=O)C)C=C1 6-iodo-2-methyl-3,4-dihydro-2λ6-benzo[c][1,2]thiazin-2-one